2-(3-(methylsulfonyl)phenyl)acetamide CS(=O)(=O)C=1C=C(C=CC1)CC(=O)N